N5-Cyclopropyl-1-(4-methoxybenzyl)-N3-methyl-1H-pyrazole-3,5-dicarboxamide C1(CC1)NC(=O)C1=CC(=NN1CC1=CC=C(C=C1)OC)C(=O)NC